N-((1S)-1-(4-chloro-3-fluorophenyl)ethyl)-1-(((3S)-1-((3-cyano-1-azetidinyl)sulfonyl)-3-piperidinyl)carbonyl)-D-prolinamide ClC1=C(C=C(C=C1)[C@H](C)NC([C@@H]1N(CCC1)C(=O)[C@@H]1CN(CCC1)S(=O)(=O)N1CC(C1)C#N)=O)F